(R)-3-((R)-2-(3-fluoro-4-phosphonophenyl)-2-(pyridazine-3-carboxamido)acetamido)-2-hydroxy-3,4-dihydro-2H-benzo[e][1,2]oxaborinine-8-carboxylic acid FC=1C=C(C=CC1P(=O)(O)O)[C@H](C(=O)N[C@@H]1B(OC2=C(C1)C=CC=C2C(=O)O)O)NC(=O)C=2N=NC=CC2